2-naphtholate potassium salt [K+].C1=C(C=CC2=CC=CC=C12)[O-]